2-methylpropanesulfonic acid acrylamide C(C=C)(=O)N.CC(CS(=O)(=O)O)C